2-(4-(cyclopentyloxy)-2-fluoro-5-nitrophenyl)-4,4,5,5-tetramethyl-1,3,2-dioxaborolane C1(CCCC1)OC1=CC(=C(C=C1[N+](=O)[O-])B1OC(C(O1)(C)C)(C)C)F